2-(4-chloro-[1,1'-biphenyl]-3-yl)-4,4,5,5-tetramethyl-1,3,2-dioxaborolane ClC1=C(C=C(C=C1)C1=CC=CC=C1)B1OC(C(O1)(C)C)(C)C